C(C)(=O)[O-].C(CCCCCCCCCCC)[NH+]1CCC(CC1)C 1-Dodecyl-4-Methylpiperidinium acetat